N1=C(C=CC=C1)C1(CCOC2(CCCC2)C1)[N] 9-(pyridin-2-yl)-6-oxaspiro[4.5]decan-9-yl-nitrogen